O=C1CCC(CC1)(C(=O)OCC)C(=O)OCC Diethyl 4-oxocyclohexane-1,1-dicarboxylate